3-hydroxyethylamino-5-aminotoluene OCCNC=1C=C(C)C=C(C1)N